8-Chloro-N,N-dimethyl-1-(1'H,3H-spiro[2-benzofuran-1,4'-piperidin]-1'-yl)-5,6-dihydro-4H-[1,2,4]triazolo[4,3-a][1]benzazepin-5-amin ClC=1C=CC2=C(CC(CC=3N2C(=NN3)N3CCC2(CC3)OCC3=C2C=CC=C3)N(C)C)C1